phenazine-2,3,6,7-tetranitrile C1=C(C(=CC2=NC3=C(C(=CC=C3N=C12)C#N)C#N)C#N)C#N